FC1=CC=CC=2N(C([C@H](CCN(C21)CC2N(C(CNC2)=O)C)NC2=C(C#N)C(=CC(=N2)C)C(F)(F)F)=O)C 2-(((3S)-7-fluoro-1-methyl-6-((1-methyl-6-oxopiperazin-2-yl)methyl)-2-oxo-1,2,3,4,5,6-hexahydrobenzo[b][1,4]diazocine-3-yl)amino)-6-methyl-4-(trifluoromethyl)nicotinonitrile